9-phenyl-9H,9'H-3,3'-bicarbazole-1',2',4',5',6',7',8'-d7 C1(=CC=CC=C1)N1C2=CC=CC=C2C=2C=C(C=CC12)C=1C(=C(C=2NC3=C(C(=C(C(=C3C2C1[2H])[2H])[2H])[2H])[2H])[2H])[2H]